BrC1=C(C=C(C(=O)NCCN(C)C)C=C1)C1NCCNC1 4-bromo-N-(2-(dimethylamino)ethyl)-3-(piperazin-2-yl)benzamide